CC1=C(C(=O)NC(C)C2=CC(=NC3=CC=CC=C23)C=2C=NN3C2N=CC=C3)C=CC=C1 2-methyl-N-{1-[2-(pyrazolo[1,5-a]pyrimidin-3-yl)quinolin-4-yl]ethyl}benzamide